C(CC)[Al](CCC)CCC trin-propyl-aluminum